ethyl 3-(4-fluorophenyl)-3-oxopropanoate FC1=CC=C(C=C1)C(CC(=O)OCC)=O